6-Chloro-7-methoxy-2-methyl-3-(2',3',4'-trifluoro-[1,1'-biphenyl]-4-yl)quinolin-4(1H)-one ClC=1C=C2C(C(=C(NC2=CC1OC)C)C1=CC=C(C=C1)C1=C(C(=C(C=C1)F)F)F)=O